FC=1C=C(C(=NC1)C1(C=C(C(C(C1)(C)C)=O)C#N)OC)C1=CC=C(C=C1)OC 3-[5-fluoro-3-(4-methoxyphenyl)pyridin-2-yl]-3-methoxy-5,5-dimethyl-6-oxocyclohex-1-ene-1-carbonitrile